7-(tert-butyl)-4-chloro-7H-pyrrolo[2,3-d]pyrimidine-5-carbaldehyde C(C)(C)(C)N1C=C(C2=C1N=CN=C2Cl)C=O